FC=1C=C(C=CC1OC1=C2C(=NC=C1)NN=C2NC(COC)(C)C)NC(=O)C=2C(N(C=C(C2)C)C2=CC=C(C=C2)F)=O N-(3-fluoro-4-((3-((1-methoxy-2-methyl-propan-2-yl)amino)-1H-pyrazolo[3,4-b]-pyridin-4-yl)oxy)-phenyl)-1-(4-fluoro-phenyl)-5-methyl-2-oxo-1,2-dihydropyridine-3-carboxamide